ClC1=C(C=C(OCC(=O)NC23CC(C2)(C3)NC3=NC(=CN=C3)C(F)(F)F)C=C1)F 2-(4-chloro-3-fluorophenoxy)-N-(3-{[6-(trifluoromethyl)pyrazin-2-yl]amino}bicyclo[1.1.1]pentan-1-yl)acetamide